N=1N(N=CC1)C1=C(C=C(C=N1)NC(=O)C1=C(C=C(C=C1)C1=C(C=CC=C1)NC(C)=O)F)C(F)(F)F N-(6-(2H-1,2,3-triazol-2-yl)-5-(trifluoromethyl)pyridin-3-yl)-2'-acetamido-3-fluoro-[1,1'-biphenyl]-4-carboxamide